3-((R)-3-(3-methyl-2-oxoimidazolidin-1-yl)piperidin-1-yl)-1,2,4-Triazine-6-carboxamide CN1C(N(CC1)[C@H]1CN(CCC1)C=1N=NC(=CN1)C(=O)N)=O